5-(4-cyclohexyl-3,5-difluorophenyl)-3-(3-(fluoromethyl)azetidine-1-carbonyl)-7-oxo-4,7-dihydropyrazolo[1,5-a]pyrimidine-2-carboxylic acid C1(CCCCC1)C1=C(C=C(C=C1F)C=1NC=2N(C(C1)=O)N=C(C2C(=O)N2CC(C2)CF)C(=O)O)F